3-(8-Cyanoquinolin-5-yl)-N-((1R,5S)-9-methyl-9-azabicyclo[3.3.1]nonyl)-5-(trifluoromethyl)-3-azabicyclo[3.1.0]hexane-1-carboxamide C(#N)C=1C=CC(=C2C=CC=NC12)N1CC2(CC2(C1)C(F)(F)F)C(=O)NC12CCCC(CCC1)N2C